(R)-tert-butyl 3-(4-(2-amino-1-(3-((tert-butoxycarboxyl)amino)propyl)-1H-imidazol-4-yl)phenoxy)-2-((tert-butyldimethylsilyl)oxy)propanoate NC=1N(C=C(N1)C1=CC=C(OC[C@H](C(=O)OC(C)(C)C)O[Si](C)(C)C(C)(C)C)C=C1)CCCNC(=O)OOC(C)(C)C